C(#C)C1=C(C(=C(C=N1)C1=C(C2=C(N=CN=C2N)N1C)C1=NC=C(C=C1)OC1=NC=CC(=N1)C)C)F 6-(6-ethynyl-5-fluoro-4-methylpyridin-3-yl)-7-methyl-5-(5-((4-methylpyrimidin-2-yl)oxy)pyridin-2-yl)-7H-pyrrolo[2,3-d]pyrimidin-4-amine